NC=1C=C(C=C(C1)NC(=O)N)NC(=O)N (5-amino-1,3-phenylene)bisurea